C(C)(C)(C)C1=CC=C(C[C@H](N)C(=O)O)C=C1 4-tert-butylphenylalanine